C(C)(C)[Sb](N(C)C)N(C)C isopropyl-bis(dimethylamino)antimony